N=S(=O)(C)C1=CC=C(C=C1)OC1=NC=NC2=C(C=CC=C12)OC imino(4-((8-methoxyquinazolin-4-yl)oxy)phenyl)(methyl)-λ6-sulfanone